8-chloro-N-(1-cyanocyclopropyl)-3-(5-(difluoromethyl)-1,3,4-thiadiazol-2-yl)indolizine-6-sulfonamide ClC1=CC(=CN2C(=CC=C12)C=1SC(=NN1)C(F)F)S(=O)(=O)NC1(CC1)C#N